ethyl 5-(2-((tert-butoxycarbonyl)amino)ethoxy)-1-(4-(3-(trifluoromethyl)benzyl)pyridin-2-yl)-1H-pyrazole-4-carboxylate C(C)(C)(C)OC(=O)NCCOC1=C(C=NN1C1=NC=CC(=C1)CC1=CC(=CC=C1)C(F)(F)F)C(=O)OCC